2-(4-cyclopropyl-2-fluoroanilino)-3,4-difluoro-5-[[3-fluoro-2-(methylsulfinylamino)pyridin-4-yl]methyl]benzamide C1(CC1)C1=CC(=C(NC2=C(C(=O)N)C=C(C(=C2F)F)CC2=C(C(=NC=C2)NS(=O)C)F)C=C1)F